C(C)(C)(C)OC(=O)N[C@@H](C(=O)OC)CCCOC1=C(C(=C(C=C1)Cl)Cl)C(C1=CN=C2C(=NC=NN21)SC)O Methyl (2R)-2-((tert-butoxycarbonyl)amino)-5-(3,4-dichloro-2-(hydroxy(4-(methylthio) imidazo[2,1-f][1,2,4]triazin-7-yl)methyl)phenoxy)pentanoate